5-ETHYL-1H-INDOLE-3-CARBALDEHYDE C(C)C=1C=C2C(=CNC2=CC1)C=O